C(CCCCCCCCCCCCCCCCC)[N-]CCCCCCCCCCCCCCCCCC dioctadecyl-amide